N,N-bis(trifluoromethylsulphonyl)aniline FC(S(=O)(=O)N(C1=CC=CC=C1)S(=O)(=O)C(F)(F)F)(F)F